FC1=C2C(=CC=C1F)NC1=C2CCN2CCCC[C@@H]12 (12bS)-8,9-difluoro-1H,2H,3H,4H,6H,7H,12H,12bH-indolo[2,3-a]quinolizin